NC/C(/CN1N=CN(C1=O)CC1=CC=C(S1)C1=C(C(=O)N(C)C)C=CC=C1)=C\F [5-({1-[(2E)-2-(aminomethyl)-3-fluoroprop-2-en-1-yl]-5-oxo-1,5-dihydro-4H-1,2,4-triazol-4-yl}methyl)thiophen-2-yl]-N,N-dimethylbenzamide